COC1=NC=C(C=C1CS(=O)(=O)N)Br.[N] nitrogen (2-methoxy-5-bromopyridine-3-yl)methanesulfonamide